C(C)OC1=CC=C(C=C1)N=NC1=CC=C(C=C1)OCC 4,4'-diethoxyazobenzene